BrC=1C=C(C=C(C1)Br)C=1C(=CC=CC1C1=CC=CC=C1)C1=CC=CC=C1 3,5-dibromo-6'-phenyl-1,1':2',1''-terphenyl